1-((S)-3-((4-((2,3-difluoro-4-(((S)-tetrahydrofuran-3-yl)methoxy)phenyl)amino)-7-fluoropyrido[3,2-d]pyrimidin-6-yl)oxy)pyrrolidin-1-yl)prop-2-en-1-one FC1=C(C=CC(=C1F)OC[C@@H]1COCC1)NC=1C2=C(N=CN1)C=C(C(=N2)O[C@@H]2CN(CC2)C(C=C)=O)F